3-(8-((4-(azepan-1-ylmethyl)benzyl)thio)-2-methyl-4-oxoquinazolin-3(4H)-yl)piperidine-2,6-dione N1(CCCCCC1)CC1=CC=C(CSC=2C=CC=C3C(N(C(=NC23)C)C2C(NC(CC2)=O)=O)=O)C=C1